S1C(=CC=C1)C1=CC=NO1 5-(thiophen-2-yl)isoxazole